oxo-6-methoxy-3-(2,3-dichlorophenyl)methyl-1(4H)quinolineacetic acid O=C1C(=CN(C2=CC=C(C=C12)OC)CC(=O)O)CC1=C(C(=CC=C1)Cl)Cl